IC1=CN(C2=CC=C(C=C12)C(F)(F)F)C(=O)OC(C)(C)C 1,1-Dimethylethyl 3-iodo-5-(trifluoromethyl)-1H-indole-1-carboxylate